4-(2-pyridyldithio)-pentanoic acid, 2,3,4,5,6-pentafluorophenyl ester N1=C(C=CC=C1)SSC(CCC(=O)OC1=C(C(=C(C(=C1F)F)F)F)F)C